C(#N)C1=CC(=C(C(=C1)F)N1CCN(CC1)CC1=NOC(=C1)NC(=O)NCC)F 1-(3-((4-(4-cyano-2,6-difluorophenyl)piperazin-1-yl)methyl)isoxazol-5-yl)-3-ethylurea